6-[5-[(1S)-1-[(6-chloro-8-iodo-quinazolin-4-yl)amino]ethyl]-1,2,4-triazol-1-yl]-2-methyl-4,5-dihydropyridazin-3-one ClC=1C=C2C(=NC=NC2=C(C1)I)N[C@@H](C)C1=NC=NN1C=1CCC(N(N1)C)=O